O1COC2=C1C=CC(=C2)[C@@H](C)NC([C@@H](CO)N2C(C1=CC(=CC=C1C2)C2=NC(=NC=C2Cl)NC2CCOCC2)=O)=O (2R)-N-[(1R)-1-(2H-1,3-benzodioxol-5-yl)ethyl]-2-(6-{5-chloro-2-[(oxan-4-yl)amino]pyrimidin-4-yl}-1-oxo-2,3-dihydro-1H-isoindol-2-yl)-3-hydroxypropanamide